BrC1=C(C=C(C(=C1)OCCCS(=O)(=O)O)Br)OCCCS(=O)(=O)O 1,4-dibromo-2,5-bis(3-sulfopropoxy)benzene